C(C1=CC=CC=C1)OC(=O)N[C@H](C(=O)OC(C)(C)C)CC(SC)=N tert-butyl (S)-2-(((benzyloxy)carbonyl)amino)-4-imino-4-(methylthio)butanoate